OC=1C=C(C=CC1O)CC(C(=O)O)OC 3-(3,4-Dihydroxyphenyl)-2-methoxypropionic acid